CC1=CC(=NC=N1)CC(=O)[O-].[Li+] lithium (6-methylpyrimidin-4-yl)acetate